ClC=1C=C2C(=CN1)NN=C2C(=O)N(C)OC 5-chloro-N-methoxy-N-methyl-1H-pyrazolo[3,4-c]pyridine-3-carboxamide